ClC=1N=C(C2=C(N1)C(CC2)(F)F)N2C[C@H]1C([C@@H](C2)C1)CC(=O)OC methyl 2-((1R,5S,6s)-3-(2-chloro-7,7-difluoro-6,7-dihydro-5H-cyclopenta[d]pyrimidin-4-yl)-3-azabicyclo[3.1.1]heptan-6-yl)acetate